C(#N)C1=C(C=C(CNC(=O)C2=CC=3C(=C(N=NC3)OCC3(CC3)S(N)(=O)=O)N(C2=O)C)C=C1)F N-(4-cyano-3-fluorobenzyl)-1-methyl-2-oxo-8-((1-sulfamoylcyclopropyl)methoxy)-1,2-dihydropyrido[2,3-d]pyridazine-3-carboxamide